6-N-(2-amino-2-phenylethyl)-4-N-(2-bicyclo[1.1.1]pentyl)-1-methylpyrazolo[3,4-d]pyrimidine-4,6-diamine NC(CNC1=NC(=C2C(=N1)N(N=C2)C)NC2C1CC2C1)C1=CC=CC=C1